pentalithium triphosphate [O-]P([O-])(=O)OP(=O)([O-])OP(=O)([O-])[O-].[Li+].[Li+].[Li+].[Li+].[Li+]